2,7-di(tert-butyl)-4,5,9,10-tetrakis(9',9'-dimethylfluorenyl)pyrene C(C)(C)(C)C1=CC2=C(C(=C3C=C(C=C4C(=C(C(=C1)C2=C43)C4=CC=CC=3C2=CC=CC=C2C(C43)(C)C)C4=CC=CC=3C2=CC=CC=C2C(C43)(C)C)C(C)(C)C)C4=CC=CC=3C2=CC=CC=C2C(C43)(C)C)C4=CC=CC=3C2=CC=CC=C2C(C43)(C)C